tert-butyl 6-(6-cyclopropyl-3-hydroxycinnolin-7-yl)-2,6-diazaspiro[3.3]heptane-2-carboxylate C1(CC1)C=1C=C2C=C(N=NC2=CC1N1CC2(CN(C2)C(=O)OC(C)(C)C)C1)O